ClC1=CC=C(C(=N1)C(C)C)C=1C=C(C(N(C1)C)=O)C 5-(6-chloro-2-isopropyl-3-pyridyl)-1,3-dimethyl-pyridin-2-one